C(O)C1C2COC(C(C1)CO)(O2)CC 2,4-dimethylol-5-ethyl-6,8-dioxabicyclo[3.2.1]octane